CN1C(N(C2=C1C=CC(=C2)C#N)C=2C=NC(=CC2)N[C@@H]2C[C@H](CC2)NC=2N=NC(=CN2)C)=O 1-Methyl-3-(6-(((1S,3S)-3-((6-methyl-1,2,4-triazin-3-yl)amino)cyclopentyl)amino)pyridin-3-yl)-2-oxo-2,3-dihydro-1H-benzo[d]imidazole-5-carbonitrile